2-piperidine-methanol N1C(CCCC1)CO